2-(bicyclo[1.1.1]pentan-1-yl)-5-(8-chloro-1,2,3,4-tetrahydronaphthalen-2-yl)-4,5,6,7-tetrahydro-3H-imidazo[4,5-c]pyridine C12(CC(C1)C2)C2=NC1=C(CN(CC1)C1CC3=C(C=CC=C3CC1)Cl)N2